NC1=CC=C2C(=N1)CC(OC2=O)(C)C 2-Amino-7,7-dimethyl-7,8-dihydro-5H-pyrano[4,3-b]pyridin-5-one